tert-butyl 5-amino-2-(5-nitroquinolin-3-yl)-5-oxopentanoate NC(CCC(C(=O)OC(C)(C)C)C=1C=NC2=CC=CC(=C2C1)[N+](=O)[O-])=O